BrC=1C=NN2C1C=C(C=C2)NC(C2=NC=CC=C2)=O N-(3-bromopyrazolo[1,5-a]pyridin-5-yl)picolinamide